C1(=CC=CC=C1)NC(=S)NC(OCC)=O ethyl N-(phenylcarbamothioyl)carbamate